CCCCCCCC/C=C\CCCCCCCC(=O)ON1C(=O)CC(C1=O)S(=O)(=O)[O-].[Na+] Sulfo-N-succinimidyl Oleate sodium